2-(3-azabicyclo[3.1.0]hex-3-yl)-4-(3-chloro-4-methoxybenzylamino)-N-(trans-4-hydroxycyclohexyl)pyrimidine-5-carboxamide C12CN(CC2C1)C1=NC=C(C(=N1)NCC1=CC(=C(C=C1)OC)Cl)C(=O)N[C@@H]1CC[C@H](CC1)O